N-[(6-Amino-2-pyridyl)sulfonyl]-6-(3-fluoro-2-hydroxyphenyl)-2-(2,4,6-trimethylphenoxy)pyridin-3-carboxamid NC1=CC=CC(=N1)S(=O)(=O)NC(=O)C=1C(=NC(=CC1)C1=C(C(=CC=C1)F)O)OC1=C(C=C(C=C1C)C)C